FC1=CC=C(CN(C(=O)C=2C(=NC(=NC2)NC2=C(C=C(C(=C2)NC(C(=C)C)=O)N2CCN(CC2)C)C)C2=CN(C3=CC=CC=C23)C)C)C=C1 N-(4-Fluorobenzyl)-2-((5-methacrylamido-2-methyl-4-(4-methylpiperazin-1-yl)phenyl)amino)-N-methyl-4-(1-methyl-1H-indol-3-yl)pyrimidine-5-carboxamide